ethyl 4-(3-methoxy-4-((4-methylpentanoyl)oxy)phenyl)-6-methyl-2-thioxo-1,2,3,4-tetrahydropyrimidine-5-carboxylate COC=1C=C(C=CC1OC(CCC(C)C)=O)C1NC(NC(=C1C(=O)OCC)C)=S